{2-[4-amino-2-(ethoxymethyl)-1H-imidazo[4,5-c]quinolin-1-yl]ethyl}-N'-(3-cyanophenyl)urea NC1=NC=2C=CC=CC2C2=C1N=C(N2CCNC(=O)NC2=CC(=CC=C2)C#N)COCC